3-(4-(((5,6-difluorobenzo[d]thiazol-2-yl)(2-fluoro-4-methoxy-phenethyl)amino)methyl)phenyl)propiolic acid FC=1C(=CC2=C(N=C(S2)N(CCC2=C(C=C(C=C2)OC)F)CC2=CC=C(C=C2)C#CC(=O)O)C1)F